racemic-trans-2,2-dichloro-3-(3-chloro-4-fluorophenyl)cyclopropane-carboxylic acid ClC1([C@H]([C@@H]1C1=CC(=C(C=C1)F)Cl)C(=O)O)Cl |r|